O=C1N(C(CC1)=O)OC(CN1C(C=CC1=O)=O)=O 1-{2-[(2,5-dioxopyrrolidin-1-yl)-oxy]-2-oxoethyl}-1H-pyrrole-2,5-dione